COC1=CC=C(C=C1)C(OC[C@H]1OCC[C@H]1O)(C1=CC=CC=C1)C1=CC=C(C=C1)OC (2R,3R)-2-[[bis(4-methoxyphenyl)-phenyl-methoxy]methyl]tetrahydrofuran-3-ol